BrC=1C(=C(C=C(C1)Br)NC(=O)NC1=CC(=NC=C1)OC)CO 1-(3,5-dibromo-2-hydroxymethylphenyl)-3-(2-methoxypyridin-4-yl)urea